FC=CCC 4-fluoro-3-butene